((R)-1-((2R)-1-methyl-pyrrolidin-2-yl)ethyl)pyrimidin-2-amine CN1[C@H](CCC1)[C@@H](C)C1=NC(=NC=C1)N